(2R,6S)-2,6-dimethyl-4-[1-(2-nitrophenyl)piperidin-4-yl]methylmorpholine C[C@@H]1CN(C[C@@H](O1)C)CC1CCN(CC1)C1=C(C=CC=C1)[N+](=O)[O-]